(3S,5S,6R)-3-amino-6-methyl-5-phenyl-1-(2,2,2-trifluoroethyl)piperidin-2-one hydrochloride Cl.N[C@@H]1C(N([C@@H]([C@@H](C1)C1=CC=CC=C1)C)CC(F)(F)F)=O